3,5-bis(benzyloxy)pentafluorobenzoic acid C(C1=CC=CC=C1)OC1(C(C(C(=O)O)(C=C(C1F)OCC1=CC=CC=C1)F)(F)F)F